FC=1C(=C(C(=O)OC2=C(C(=C(C(=C2C)C)C(=O)OCOC)C)CC)C(=C(C1O)C)O)C 2-ethyl-4-((methoxymethoxy)carbonyl)-3,5,6-trimethylphenyl 3-fluoro-4,6-dihydroxy-2,5-dimethylbenzoate